2,3,5-triiodobenzyl alcohol IC1=C(CO)C=C(C=C1I)I